decaethoxybisphenol A C(C)OC(C(C1=C(C(=C(O)C(=C1OCC)OCC)OCC)OCC)(C(OCC)(OCC)OCC)C1=CC=C(C=C1)O)(OCC)OCC